BrC1=CC(=C(C=C1)CC(C)=O)[N+](=O)[O-] 1-(4-bromo-2-nitro-phenyl)propan-2-one